N-(5-(3,5-difluorobenzyl)-1H-indol-3-yl)-4-((2-(dimethylamino)ethyl)(methyl)amino)-2-(2,2,2-trifluoro-N-(tetrahydro-2H-pyran-4-yl)acetamido)benzamide FC=1C=C(CC=2C=C3C(=CNC3=CC2)NC(C2=C(C=C(C=C2)N(C)CCN(C)C)N(C(C(F)(F)F)=O)C2CCOCC2)=O)C=C(C1)F